CS(=O)(=O)C1=CC(=C(C=C1)NCC#CC=1N(C=2C=CC=C(C2C1)NC1CCC(CC1)N1CCC2(COC2)CC1)CC(F)(F)F)OC 2-{3-[(4-methane-sulfonyl-2-methoxy-phenyl)amino]prop-1-yn-1-yl}-N-[(1S,4S)-4-{2-oxa-7-azaspiro[3.5]nonan-7-yl}cyclohexyl]-1-(2,2,2-trifluoroethyl)-1H-indol-4-amine